N-(2-Cyanopyridin-4-yl)-1-(naphthalin-1-yl)-5-(trifluoromethyl)-1H-pyrazol-4-carboxamid C(#N)C1=NC=CC(=C1)NC(=O)C=1C=NN(C1C(F)(F)F)C1=CC=CC2=CC=CC=C12